6-(5-methyl-2-((5-(4-methylpiperazin-1-yl)-2-(trifluoromethoxy)phenyl)amino)pyrimidin-4-yl)isoindol-1-one CC=1C(=NC(=NC1)NC1=C(C=CC(=C1)N1CCN(CC1)C)OC(F)(F)F)C1=CC=C2C=NC(C2=C1)=O